C(=O)=[Ti](=C=O)(=C=O)(=C=O)=C=O pentacarbonyl-titanium